[1-(2-methoxyethyl)-1H-pyrazol-3-yl]-6-methyl-4-[(1-methylcyclopropyl)amino]furo[2,3-d]pyrimidine-5-carboxamide COCCN1N=C(C=C1)C=1N=C(C2=C(N1)OC(=C2C(=O)N)C)NC2(CC2)C